bis(2,6-di-tert-butyl-4-methyl-Phenyl)pentaerythritol diphosphite OP(O)OP(O)O.C(C)(C)(C)C1=C(C(=CC(=C1)C)C(C)(C)C)C(O)(C(CO)(CO)CO)C1=C(C=C(C=C1C(C)(C)C)C)C(C)(C)C